potassium 2-methyl-6-(phenylsulfinyl)indolizine-3-carboxylate CC=1C=C2C=CC(=CN2C1C(=O)[O-])S(=O)C1=CC=CC=C1.[K+]